BrC1=C2C(=C(N=C1)OC)N(C=C2)S(=O)(=O)C2=CC=C(C=C2)C 4-bromo-7-methoxy-1-(4-methylbenzene-1-sulfonyl)-1H-pyrrolo[2,3-c]pyridine